NCCOC1=CC=2C(=C3C(=NC2C=C1F)C1=CC2=C(C(N1C3)=O)COC([C@]2(O)CC)=O)CC (S)-9-(2-aminoethoxy)-4,11-diethyl-8-fluoro-4-hydroxy-1,12-dihydro-14H-pyrano[3',4':6,7]indolizino[1,2-b]quinoline-3,14(4H)-dione